FC=1C=C(C=CC1OC1=CC=NC2=CC(=C(C=C12)OC)OCCCN1CC(CC1)(C)O)NC(=O)C1=C2C(=CN(C1=O)C1=CC=C(C=C1)F)CCO2 N-(3-fluoro-4-((7-(3-(3-hydroxy-3-methylpyrrolidin-1-yl)propoxy)-6-methoxyquinolin-4-yl)oxy)phenyl)-5-(4-fluorophenyl)-6-oxo-2,3,5,6-tetrahydrofuro[3,2-c]pyridine-7-carboxamide